N-[(1S)-1-[(1R)-7-bromotetralin-1-yl]-2-[4-(3-methylimidazol-4-yl)anilino]-2-oxo-ethyl]-2-methyl-pyrazole-3-carboxamide BrC1=CC=C2CCC[C@H](C2=C1)[C@@H](C(=O)NC1=CC=C(C=C1)C=1N(C=NC1)C)NC(=O)C=1N(N=CC1)C